(R)-2-(benzofuran-3-yl)-1-(1-oxaspiro[4.5]decane-8-carboxamido)ethylboronic acid O1C=C(C2=C1C=CC=C2)C[C@H](NC(=O)C2CCC1(CCCO1)CC2)B(O)O